6-(2,5-dichloro-4-nitrophenoxy)-2-methyl-2H-indazole ClC1=C(OC=2C=CC3=CN(N=C3C2)C)C=C(C(=C1)[N+](=O)[O-])Cl